3-Ethyl-9,10-bis(2-n-hexadecyl-2-carboxyethyl)carbonyloxyanthracene C(C)C=1C=CC2=C(C3=CC=CC=C3C(=C2C1)OC(=O)CC(CCCCCCCCCCCCCCCC)C(=O)O)OC(=O)CC(C(=O)O)CCCCCCCCCCCCCCCC